FC(C1=CC=C(C=C1)C1=CN=C(O1)NC=1C=CC(=NC1)C(N)=NO)F 5-((5-(4-(difluoromethyl)phenyl)oxazol-2-yl)amino)-N'-hydroxypicolinimidamide